BrC=1C=NC(=NC1)N1CCC(CC1)NC(C1=CC=C(C=C1)C1=NC=CC2=C1C=CO2)=O N-[1-(5-bromopyrimidin-2-yl)piperidin-4-yl]-4-(furo[3,2-c]pyridin-4-yl)benzamide